2-(6-aminopyridin-2-yl)acetic acid NC1=CC=CC(=N1)CC(=O)O